((2S,5S)-5-amino-4,4-difluoro-tetrahydro-2H-pyran-2-yl)((S)-1-(4-fluorophenyl)-3,4-dihydro-isoquinolin-2(1H)-yl)methanone 3'-O-(2-Aminoethyl-carbamoyl)-guanosine-5'-diphosphate P(O)(=O)(OP(=O)(O)O)OC[C@@H]1[C@H]([C@H]([C@@H](O1)N1C=NC=2C(=O)NC(N)=NC12)O)OC(NCCN)=O.N[C@@H]1C(C[C@H](OC1)C(=O)N1[C@H](C2=CC=CC=C2CC1)C1=CC=C(C=C1)F)(F)F